4-(1-(benzo[d]thiazol-2-yl)piperidin-4-yl)-7-chloro-1-methyl-1,4-dihydropyrido[2,3-b]pyrazine-2,3-dione S1C(=NC2=C1C=CC=C2)N2CCC(CC2)N2C1=C(N(C(C2=O)=O)C)C=C(C=N1)Cl